OC=1C(C=C(C(C1)=O)O)=O 2,5-dihydroxyl-p-benzoquinone